octylpyrophosphate C(CCCCCCC)OP([O-])(=O)OP(=O)([O-])[O-]